3-dibutylaminopropyl-methyl-diethoxysilane tert-butyl-(3S)-3-[2-methoxy-1-(3-nitrophenoxy)-2-oxo-ethyl]pyrrolidine-1-carboxylate C(C)(C)(C)OC(=O)N1C[C@H](CC1)C(C(=O)OC)OC1=CC(=CC=C1)[N+](=O)[O-].C(CCC)N(CCC[Si](OCC)(OCC)C)CCCC